(S)-2-(2,6-dichlorophenyl)-5-((5-(3-fluoropyrrolidine-1-carbonyl)pyridin-2-yl)amino)-2H-1,2,3-triazole-4-carboxamide ClC1=C(C(=CC=C1)Cl)N1N=C(C(=N1)C(=O)N)NC1=NC=C(C=C1)C(=O)N1C[C@H](CC1)F